bis(2,4-bis[2-phenylpropan-2-yl]phenyl)pentaerythritol diphosphite OP(O)OP(O)O.C1(=CC=CC=C1)C(C)(C)C1=C(C=CC(=C1)C(C)(C)C1=CC=CC=C1)C(O)(C(CO)(CO)CO)C1=C(C=C(C=C1)C(C)(C)C1=CC=CC=C1)C(C)(C)C1=CC=CC=C1